[CH3-].[CH3-].CC(C)(C)[C]1[CH][CH][CH][CH]1.CC(C)(C)[C]1[CH][CH][CH][CH]1.[Hf] bis(tert-butylcyclopentadienyl)dimethylhafnium(IV)